bicyclo[2.2.1]heptan-2-amine C12C(CC(CC1)C2)N